3-(4-hydroxyphenoxy)propionitrile OC1=CC=C(OCCC#N)C=C1